COC([C@H](CC)NCC1=CC=CC=C1)=O (S)-2-(benzylamino)butanoic acid methyl ester